Ferric chloride Aluminium trichloride [Al](Cl)(Cl)Cl.[Fe](Cl)(Cl)Cl